C(C1=CC=CC=C1)N1C(C(CC1=O)C)C(C(C#N)=S1CCCC1)=O 3-(1-Benzyl-3-methyl-5-oxopyrrolidin-2-yl)-3-oxo-2-(1λ4-thiolan-1-ylidene)propanenitrile